1-(2,4-difluorophenyl)-3-(4-fluorophenyl)-4-(furan-2-yl)-N-(2-methoxyethyl)-5-methyl-4,5-dihydro-1H-pyrazole-5-carboxamide FC1=C(C=CC(=C1)F)N1N=C(C(C1(C(=O)NCCOC)C)C=1OC=CC1)C1=CC=C(C=C1)F